C(C)N1CC2(OC3(CC3)C1=O)CCN(CC2)CC2=CC=C(C=C2)F 12-ethyl-8-(4-fluorobenzyl)-4-oxa-8,12-diazadispiro[2.1.5.3]tridecan-13-one